(R)-5-(2-(3,6-difluoropyridin-2-yl)pyrrolidin-1-yl)-3-(4-(5-methoxypyridin-3-yl)-1H-pyrazol-1-yl)pyrazolo[1,5-a]pyrimidine FC=1C(=NC(=CC1)F)[C@@H]1N(CCC1)C1=NC=2N(C=C1)N=CC2N2N=CC(=C2)C=2C=NC=C(C2)OC